4-(4-Aminoisoindoline-2-carbonyl)-5-(benzyloxy)-6-methyl-1,3-phenylene bis(4-methylbenzenesulfonate) CC1=CC=C(C=C1)S(=O)(=O)OC1=CC(=C(C(=C1C)OCC1=CC=CC=C1)C(=O)N1CC2=CC=CC(=C2C1)N)OS(=O)(=O)C1=CC=C(C=C1)C